NC=1C(=C2C(=NC1C(=O)N)N(C=N2)C2CC2)C2=C(C(=CC=C2C)OCC2=CC=CC=C2)C 6-Amino-7-(3-(benzyloxy)-2,6-dimethylphenyl)-3-cyclopropyl-3H-imidazo[4,5-b]pyridine-5-carboxamide